C(C)OC[C@]1(CN(CC1)CC1=NNC2=C1N=CN=C2)CCC2=CC=C(C=C2)F |o1:4| (R or S)-3-((3-(ethoxymethyl)-3-(4-fluorophenethyl)pyrrolidin-1-yl)methyl)-1H-pyrazolo[4,3-d]pyrimidine